8-fluoro-2-{4-[(methylamino)methyl]phenyl}-1,3,4,5-tetrahydro-6H-azepino[5,4,3-cd]indol-6-one ((1S,4R)-7,7-dimethyl-2-oxobicyclo[2.2.1]hept-1-yl)methane-sulfonic acid salt CC1([C@@]2(C(C[C@H]1CC2)=O)CS(=O)(=O)O)C.FC=2C=C1C=3C(=C(NC3C2)C2=CC=C(C=C2)CNC)CCNC1=O